ClC1=CC(=CC=2N=C(OC21)C=2C(=C(C=CC2)C2=C(C(=CC=C2)C=2SC=1C(N(CCC1N2)C)(C)C)C)C)CN2C[C@@H](CC2)C(=O)O (R)-1-((7-chloro-2-(2,2'-dimethyl-3'-(4,4,5-trimethyl-4,5,6,7-tetrahydrothiazolo[5,4-c]pyridin-2-yl)-[1,1-biphenyl]-3-yl)benzo[d]oxazol-5-yl)methyl)pyrrolidine-3-carboxylic acid